N-(4-(4-amino-7-(1-isobutyrylpiperidin-4-yl)pyrrolo[2,1-f][1,2,4]triazin-5-yl)phenyl)-1-isopropyl-3-(5-methylisoxazol-3-yl)-2,4-dioxo-1,2,3,4-tetrahydropyrimidine-5-carboxamide NC1=NC=NN2C1=C(C=C2C2CCN(CC2)C(C(C)C)=O)C2=CC=C(C=C2)NC(=O)C=2C(N(C(N(C2)C(C)C)=O)C2=NOC(=C2)C)=O